3-fluoro-4-[(1Z)-2-[4-(trifluoromethoxy)phenyl]ethenyl]pyridine FC=1C=NC=CC1\C=C/C1=CC=C(C=C1)OC(F)(F)F